(S)-(6-o-tolyl-3-(3-(5-(trifluoromethyl)pyridin-2-yloxy)pyrrolidin-1-yl)pyridin-2-yl)methanol butyl-5-fluoro-4-(4,4,5,5-tetramethyl-1,3,2-dioxaborolan-2-yl)indole-1-carboxylate C(CCC)C=1N(C2=CC=C(C(=C2C1)B1OC(C(O1)(C)C)(C)C)F)C(=O)OCC1=NC(=CC=C1N1C[C@H](CC1)OC1=NC=C(C=C1)C(F)(F)F)C1=C(C=CC=C1)C